FC(OC1=NC=CC(=C1)CNC(=O)NC1[C@@H]2CC[C@@H]2CC1)F |r| 1-[[2-(difluoromethoxy)pyridin-4-yl]methyl]-3-[rac-(1R,5R)-2-bicyclo[3.2.0]heptanyl]urea